N1-((1R,2R)-2-amino-1,2-diphenylethyl)-N3-(2-methylphenyl)malonamide N[C@@H]([C@@H](C1=CC=CC=C1)NC(CC(=O)NC1=C(C=CC=C1)C)=O)C1=CC=CC=C1